B(C1=CC=C(C=C1)S(=O)(=O)NC(=O)CC(C)C)(O)O 4-(N-(3-METHYLBUTANOYL)SULFAMOYL)PHENYLBORONIC ACID